N,2-dimethyl-3-(2-oxo-4-(o-tolyl)-2H-chromen-7-yl)propenamide CNC(C(=CC1=CC=C2C(=CC(OC2=C1)=O)C1=C(C=CC=C1)C)C)=O